2,8,9-trimethyl-2,5,8,9-tetraza-1-phosphabicyclo-[3.3.3]undecane CN1P2N(CCN(CC1)CCN2C)C